5,6-bis(1-methoxyethoxycarbonyl)-2-norbornene COC(C)OC(=O)C1C2C=CC(C1C(=O)OC(C)OC)C2